3-(5-(4-chloro-3-fluorophenyl)oxazol-2-yl)bicyclo[1.1.1]pentan-1-amine ClC1=C(C=C(C=C1)C1=CN=C(O1)C12CC(C1)(C2)N)F